N-(3-(5-(2-acetamidopyridin-4-yl)-2-(methylthio)-1H-imidazol-4-yl)phenyl)-2-fluoro-5-hydroxybenzamide C(C)(=O)NC1=NC=CC(=C1)C1=C(N=C(N1)SC)C=1C=C(C=CC1)NC(C1=C(C=CC(=C1)O)F)=O